cis-cyclohexane-1,2,4-tricarboxylic acid C1(C(CC(CC1)C(=O)O)C(=O)O)C(=O)O